C(C)N(CCN(C)C)CC N,N-diethyl-N',N'-dimethylethylenediamine